3-(trimethylsilyl)propylmercaptan C[Si](CCCS)(C)C